C(C)N(CCS(=O)(=O)C1CCN(CC1)C(=O)C1=CC=2C(C3=CC=CC=C3C(C2C=C1)=O)=O)CC 2-(4-((2-(diethylamino)ethyl)sulfonyl)piperidine-1-carbonyl)anthracene-9,10-dione